(S)-2-amino-N-(4-(2,5-dimethylpyrimidin-4-yl)phenyl)-3,3-diphenylpropanamide dihydrochloride Cl.Cl.N[C@H](C(=O)NC1=CC=C(C=C1)C1=NC(=NC=C1C)C)C(C1=CC=CC=C1)C1=CC=CC=C1